5-cyano-2-(2-cyano-6-(dimethylamino)isoindolin-4-yl)benzamide C(#N)C=1C=CC(=C(C(=O)N)C1)C1=C2CN(CC2=CC(=C1)N(C)C)C#N